1-(5-((2,3-dichlorophenyl)thio)-6-methylpyrazin-2-yl)-4-(pyridin-3-yl)piperidine-4-carbonitrile ClC1=C(C=CC=C1Cl)SC=1N=CC(=NC1C)N1CCC(CC1)(C#N)C=1C=NC=CC1